C(C)C=1C=CC2=C(N(C(NC2=O)=O)C2=C(C=CC=C2)C)N1 7-Ethyl-1-(o-tolyl)pyrido[2,3-d]pyrimidine-2,4(1H,3H)-dione